CC=CC=CC=CCC(CCC)O Dodeca-2,4,6-trien-9-ol